C1=CC=C(C=C1)C2=NN=C(N=N2)C3=CC=CC=C3 3,6-diphenyl-s-tetrazine